C1=CC=C(C(=C1)C2=CC=CC3=NNN=C32)O 2-hydroxyphenylbenzotriazole